Cl.NC1=CC=C(C=N1)C1C(NC(CC1)=O)=O 3-(6-aminopyridin-3-yl)piperidine-2,6-dione hydrochloride